2,6-difluoro-N,N-dimethyl-3-nitrobenzamide FC1=C(C(=O)N(C)C)C(=CC=C1[N+](=O)[O-])F